FC1([C@H](C1)C1=CNC2=NC=CC(=C21)N[C@@H]2CC[C@@H](N(C2)C(C=C)=O)C)F 1-((2S,5R)-5-((3-((R)-2,2-difluorocyclopropyl)-1H-pyrrolo[2,3-b]pyridin-4-yl)amino)-2-methylpiperidin-1-yl)propan-2-en-1-one